methyl 4-amino-1-(4-bromo-2,6-dichlorophenyl)-6-oxo-1,6-dihydropyrimidine-5-carboxylate NC=1N=CN(C(C1C(=O)OC)=O)C1=C(C=C(C=C1Cl)Br)Cl